SC1=NC=C2NC(NC2=N1)=O 2-sulfanyl-7H-purin-8-one